(S)-5-chloro-3-(1-(tetrahydro-2H-pyran-4-yl)ethyl)-3H-[1,2,3]triazolo[4,5-b]pyridine ClC1=CC=C2C(=N1)N(N=N2)[C@@H](C)C2CCOCC2